4-methyl-4-[4-(oxetan-3-yl)piperazin-1-yl]Pent-2-enenitrile CC(C=CC#N)(C)N1CCN(CC1)C1COC1